N1C=C(C=2C1=NC=CC2)C(=O)\N=C\2/SCC(CN2C2=CC=CC=C2)C(=O)OC methyl (Z)-2-((1H-pyrrolo[2,3-b]pyridine-3-carbonyl)imino)-3-phenyl-1,3-thiazinane-5-carboxylate